azetidin-3-yl-propionamide N1CC(C1)C(C(=O)N)C